4-fluoro-1-(((S)-oxetan-2-yl)methyl)-1H-benzo[d]imidazole-6-carboxylate FC1=CC(=CC=2N(C=NC21)C[C@H]2OCC2)C(=O)[O-]